O=C1COC2=C1C=CC(=C2)OCC#N 2-((3-Oxo-2,3-dihydrobenzofuran-6-yl)oxy)acetonitrile